{[3-fluoro-1-(3-fluoro(2-pyridyl))cyclobutyl]methyl}(4-methoxy-5-phenylpyrimidin-2-yl)amine FC1CC(C1)(C1=NC=CC=C1F)CNC1=NC=C(C(=N1)OC)C1=CC=CC=C1